5'-(3,4-difluorophenyl)-3,3-dimethyl-5',6'-dihydrospiro[cyclobutane-1,7'-pyrrolo[2,3-b]pyrazine] FC=1C=C(C=CC1F)N1CC2(C=3C1=NC=CN3)CC(C2)(C)C